N-(6-(6-(2-cyclopropyloxy-3,5-difluorobenzyl)-5-oxo-5,6,7,8-tetrahydro-1,6-naphthyridin-3-yl)imidazo[1,2-b]pyridazin-2-yl)acetamide C1(CC1)OC1=C(CN2C(C=3C=C(C=NC3CC2)C=2C=CC=3N(N2)C=C(N3)NC(C)=O)=O)C=C(C=C1F)F